6-((1S,4S,5R)-5-((5-cyclopropyl-3-(2,6-dichlorophenyl)isoxazol-4-yl)methoxy)-2-azabicyclo[2.2.1]heptan-2-yl)-N-(cyclopropylsulfonyl)-5-fluoronicotinamide C1(CC1)C1=C(C(=NO1)C1=C(C=CC=C1Cl)Cl)CO[C@H]1[C@@H]2CN([C@H](C1)C2)C2=NC=C(C(=O)NS(=O)(=O)C1CC1)C=C2F